ClC1=C(C(=O)NC2=C3C=NN(C3=CC=C2)C=2C=NC=C(C2)C)C=C(C=C1)CNC(=O)C1(CC1)C(F)(F)F 2-chloro-N-[1-(5-methylpyridin-3-yl)-1H-indazol-4-yl]-5-[({[1-(trifluoromethyl)cyclopropyl]carbonyl}amino)methyl]benzamide